4-(3-(1-(4-chlorophenyl)-2,5-dioxo-3-propylimidazolin-4-yl)propionamido)-N-hydroxybenzamide ClC1=CC=C(C=C1)N1C(N(C(C1=O)CCC(=O)NC1=CC=C(C(=O)NO)C=C1)CCC)=O